sodium hydrogenfluoride F.[Na]